O1CCC2=NC(=CC=C21)C(=O)NC=2C=C(C=C(C2)C(F)(F)F)NC(=O)[N-]C2=C[N+](=NO2)CC2=NC=CC=C2 ((3-(2,3-Dihydrofuro[3,2-b]pyridine-5-carboxamido)-5-(trifluoromethyl)phenyl)-carbamoyl)(3-(pyridin-2-ylmethyl)-1,2,3-oxadiazol-3-ium-5-yl)amide